5-(1-(3,5-dichloropyridin-4-yl)ethoxy)-N-(6-((3S,5R)-3,5-dimethylpiperazin-1-yl)pyridin-3-yl)-1H-indazole-3-carboxamide ClC=1C=NC=C(C1C(C)OC=1C=C2C(=NNC2=CC1)C(=O)NC=1C=NC(=CC1)N1C[C@@H](N[C@@H](C1)C)C)Cl